ClC1=C(C=CC=2C(=C3N(C12)CCC(N3)=O)C=3C=NNC3)Cl 6,7-dichloro-10-(1H-pyrazol-4-yl)-3,4-dihydro-1H-pyrimido[1,2-a]indol-2-one